Tert-butyl (R)-2-ethylpiperazine-1-carboxylate C(C)[C@H]1N(CCNC1)C(=O)OC(C)(C)C